{7-[(1-methylazetidin-3-yl)methyl]-6,7,8,9-tetrahydro-3H-pyrrolo[3,2-f]isoquinolin-2-yl}methanone CN1CC(C1)CN1CC2=CC=C3C(=C2CC1)C=C(N3)C=O